N1=CC(=C2OCCCN21)S(=O)(=O)[N-]C(NC=2C(=NC(=CC2C(C)C)OCC)C(C)C)=O.[Na+] Sodium ((6,7-dihydro-5H-pyrazolo[5,1-b][1,3]oxazin-3-yl)sulfonyl)((6-ethoxy-2,4-diisopropylpyridin-3-yl)carbamoyl)amide